6-chloro-1-[(2,4-dichlorophenyl)methyl]indazole-3-carboxylic acid ClC1=CC=C2C(=NN(C2=C1)CC1=C(C=C(C=C1)Cl)Cl)C(=O)O